[Na].O.C1(=CC=CC=C1)C1=CC=CC=C1 1,1'-biphenyl hydrate sodium salt